ClC=1C(=C2C=NNC2=CC1C)C=1C(=NN(C1C)C1CC2(CN(C2)C(C=C)=O)C1)C=1C=C2C=NN(C2=CC1)CCO 1-(6-(4-(5-chloro-6-methyl-1H-indazol-4-yl)-3-(1-(2-hydroxyethyl)-1H-indazol-5-yl)-5-methyl-1H-pyrazol-1-yl)-2-azaspiro[3.3]hept-2-yl)prop-2-en-1-one